(1S,2S)-2-(2-pyridyldisulfanyl)cyclohexanol N1=C(C=CC=C1)SS[C@@H]1[C@H](CCCC1)O